diethylene glycol diisononanoat C(CCCCCC(C)C)(=O)OCCOCCOC(CCCCCC(C)C)=O